CN1N=C2N=CC(=CC2=C1)C1=CC=C2C(=N1)SC(=C2)[C@@H](O)[C@@H]2C[C@H](C2)C(F)(F)F (S)-(6-(2-methyl-2H-pyrazolo[3,4-b]pyridin-5-yl)thieno[2,3-b]pyridin-2-yl)((trans)-3-(trifluoromethyl)cyclobutyl)methanol